C(C1=CC=CC=C1)N1CC(CCC1)C1=C(C=NC=2N1N=C(C2Br)C)C 7-(1-Benzylpiperidin-3-yl)-3-bromo-2,6-dimethylpyrazolo[1,5-a]pyrimidine